ClC=1OC(=C(N1)C(=O)NC1=CC(=C(C=C1)N1CCCCC1)F)C 2-chloro-N-(3-fluoro-4-(piperidin-1-yl)phenyl)-5-methyloxazole-4-carboxamide